2-ethylazetidine hydrochloride Cl.C(C)C1NCC1